O1N=C(C2=C1C=CC=C2)C(=O)N2[C@@H]([C@@H]1[C@H](C2)CCC1)C(=O)N[C@@H](C[C@H]1C(NCC1)=O)C(COC(F)(F)F)=O (1S,3aR,6aS)-2-(benzo[d]isoxazole-3-carbonyl)-N-((S)-3-oxo-1-((S)-2-oxopyrrolidin-3-yl)-4-(trifluoromethoxy)butan-2-yl)octahydro-cyclopenta[c]pyrrole-1-carboxamide